2-{[1-(2-fluorophenyl)cyclopropyl]amino}-4-[(1-oxo-1,2,3,4-tetrahydroisoquinolin-5-yl)amino]pyrimidine-5-carboxamide FC1=C(C=CC=C1)C1(CC1)NC1=NC=C(C(=N1)NC1=C2CCNC(C2=CC=C1)=O)C(=O)N